NCC1(CCC(CC1)N(C1=C2CN(C(C2=CC=C1)=O)C1C(NC(CC1)=O)=O)CC1CC1)O 3-(4-(((1r,4r)-4-(aminomethyl)-4-hydroxycyclohexyl)(cyclopropyl-methyl)amino)-1-oxoisoindolin-2-yl)piperidine-2,6-dione